ClC1=CC2=C(C=N1)C(=NN2)N2CC(C2)CO (1-(6-chloro-1H-pyrazolo[4,3-c]pyridin-3-yl)azetidin-3-yl)methanol